NC1=C(C(=NC(=C1F)C1=C(C=C(C(=C1)F)[Si](C)(C)C)F)C(=O)OC)Cl methyl 4-amino-3-chloro-6-(2,5-difluoro-4-(trimethylsilyl) phenyl)-5-fluoro-pyridine-2-carboxylate